NC1=C(C(=NN1C1COCCC1)C1=CC(=C(C=C1)Br)F)C#N 5-Amino-3-(4-bromo-3-fluoro-phenyl)-1-tetrahydropyran-3-yl-pyrazole-4-carbonitrile